2-(1-(2-(1-hydroxyethyl)-6-p-toluenesulfonylimidazo[4,5-d]pyrrolo[2,3-b]pyridin-1(6H)-yl)piperidin-4-yl)acetonitrile OC(C)C1=NC=2C(=C3C(=NC2)N(C=C3)S(=O)(=O)C3=CC=C(C)C=C3)N1N1CCC(CC1)CC#N